CN(S(=O)(=O)C1=CC=C(CSC2=C(N=NN2)C(=O)O)C=C1)C 5-((4-(N,N-dimethylsulfamoyl)benzyl)thio)-1H-1,2,3-triazole-4-carboxylic acid